tert-butyl 3-[2-(aminomethyl)-3H-imidazol-4-yl]azetidine-1-carboxylate NCC1=NC=C(N1)C1CN(C1)C(=O)OC(C)(C)C